ClC=1C(=C(C=CC1F)[C@@H](NC(=O)[C@H]1NC(NC1)=O)C1=CN=C(S1)OC(F)F)F (S)-N-((R)-(3-chloro-2,4-difluorophenyl)(2-(difluoromethoxy)thiazol-5-yl)methyl)-2-oxoimidazolidine-4-carboxamide